CCCCCCCCCCCCCCCCC=O The molecule is a long-chain fatty aldehyde that is heptadecane carrying an oxo substituent at position 1. It is found in citrus. It has a role as a plant metabolite and a coral metabolite. It is a long-chain fatty aldehyde, a 2,3-saturated fatty aldehyde and a saturated fatty aldehyde.